N[C@@H]1C=2C(=NC=CC2)CC12CCN(CC2)C=2N=CC(=NC2)SC=2C(=C1C(N(C=NC1=CC2)CC2(COC2)F)=O)Cl (S)-6-((5-(5-amino-5,7-dihydrospiro[cyclopenta[b]pyridine-6,4'-piperidin]-1'-yl)pyrazine-2-yl)thio)-5-chloro-3-((3-fluorooxetan-3-yl)methyl)quinazolin-4(3H)-one